(S)-1-indanol [C@@H]1(CCC2=CC=CC=C12)O